CN([Si]1(C[Si](C1)(Cl)N(C)C)Cl)C 1,3-bis(dimethylamino)-1,3-dichloro-1,3-disilacyclobutane